CS(=O)(=O)C1=NC=CC(=C1)NC(=O)C=1C(=NC=C(C1)C(F)(F)F)N1C[C@@H]2C(C([C@@H]2C1)(F)F)(F)F N-(2-methylsulfonyl-4-pyridyl)-2-[(1R,5S)-6,6,7,7-tetrafluoro-3-azabicyclo[3.2.0]heptan-3-yl]-5-(trifluoro-methyl)pyridine-3-carboxamide